OC(C(CO)N1CCNCCNCCNCC1)CO 10-(2,3-dihydroxy-1-hydroxymethyl-propyl)-1,4,7,10-tetraazacyclododecane